C(C=C)(=O)N1CC2=CC=CC(=C2CC1)C1=C2C(=C(N(C2=C(C=C1)C(=O)N)F)C)C (R)-4-(2-acryloyl-1,2,3,4-tetrahydroisoquinolin-5-yl)-fluoro-2,3-dimethyl-1H-indole-7-carboxamide